C(C)N1CCN(CC1)CC1=C(C=C(C=C1)NC(C1=CC(=C(C=C1)C)OC1=NC(=NC=C1)NC=1C=NOC1)=O)C(F)(F)F N-(4-((4-ethylpiperazin-1-yl)methyl)-3-(trifluoromethyl)phenyl)-3-((2-(isoxazol-4-ylamino)pyrimidin-4-yl)oxy)-4-methylbenzamide